N-(3-(3-methyl-4-(1-oxo-2,3-dihydro-1H-spiro[isoquinoline-4,3'-oxetan]-6-yl)-1H-pyrazol-1-yl)phenyl)acrylamide CC1=NN(C=C1C=1C=C2C(=CC1)C(NCC21COC1)=O)C=1C=C(C=CC1)NC(C=C)=O